benzo[5,6][1,4]oxazino[2,3,4-kl]phenoxazin-7-ylboronic acid C1=CC=CC2=C1N1C3=C(C=C(C=C3OC=3C=CC=CC13)B(O)O)O2